(2r,4s)-4-(5-bromopyrimidin-2-yl)amino-2-ethyl-6-trifluoromethyl-3,4-dihydro-2H-quinoline BrC=1C=NC(=NC1)N[C@H]1C[C@H](NC2=CC=C(C=C12)C(F)(F)F)CC